CC1=C(C(=CC=C1)C)NC1=NN(C2=NC(=NC=C21)NC2=CC=C1CCN(CC1=C2)CCC2(CCNCC2)O)C 4-(2-(7-((3-((2,6-dimethylphenyl)amino)-1-methyl-1H-pyrazolo[3,4-d]pyrimidin-6-yl)amino)-3,4-dihydroisoquinolin-2(1H)-yl)ethyl)piperidin-4-ol